BrC=1C=C(C=C2C(N(C(=NC12)C1CCOCC1)C)=O)C 8-bromo-3,6-dimethyl-2-tetrahydropyran-4-yl-quinazolin-4-one